C(C)OC(C(C)(C)CCOC1=C(C=C(C=C1)SCN1N=CN(C1=O)C1=CC=C(C=C1)Br)Cl)=O 2-(4-(((4-(4-bromophenyl)-5-oxo-4,5-dihydro-1H-1,2,4-triazol-1-yl)methyl)thio)-2-chlorophenoxy)ethyl-2-methylpropanoic acid ethyl ester